(S)-(1-(3-(1,3-dioxolan-2-yl)propyl)pyrrolidin-2-yl)methanol O1C(OCC1)CCCN1[C@@H](CCC1)CO